1,7-Dimethylindole CN1C=CC2=CC=CC(=C12)C